diisobutyl 3,10-perylenedioate C1=CC(=C2C=CC=C3C4=CC=CC=5C(=CC=C(C1=C23)C45)C(=O)OCC(C)C)C(=O)OCC(C)C